1-Ethyl-8-(hydroxymethyl)-4-oxo-8,9-dihydro-7H-cyclopenta[H]quinoline-3-carboxylic acid ethyl ester C(C)OC(=O)C1=CN(C2=C3C(=CC=C2C1=O)CC(C3)CO)CC